Racemic-tert-butyl 3-(5-(5-((3-cyanophenyl)(cyclopropyl methoxy)methyl)-2-fluorophenylcarbamoyl)-3-(trifluoromethyl)-1H-pyrazol-1-yl)benzylcarbamate C(#N)C=1C=C(C=CC1)[C@H](C=1C=CC(=C(C1)NC(=O)C1=CC(=NN1C=1C=C(CNC(OC(C)(C)C)=O)C=CC1)C(F)(F)F)F)OCC1CC1 |r|